3,6-Dichloro-1-(3-((5-methyl-1-((3-methyloxetan-3-yl)methyl)-4-nitro-1H-pyrazol-3-yl)oxy)propyl)-1H-pyrazolo[3,4-d]pyrimidine ClC1=NN(C2=NC(=NC=C21)Cl)CCCOC2=NN(C(=C2[N+](=O)[O-])C)CC2(COC2)C